C1(=CC=CC=C1)C(C1=CC=CC=C1)=NC1=NC=CC2=C1C(=CN2[C@H]2C[C@@H](N(C2)C(=O)OC(C)(C)C)COC)C#CC2=CC1=C(N(C=N1)C)C=C2 (2R,4S)-tert-butyl 4-(4-((diphenylmethylene)amino)-3-((1-methyl-1H-benzo[d]imidazol-5-yl)ethynyl)-1H-pyrrolo[3,2-c]pyridin-1-yl)-2-(methoxymethyl)pyrrolidine-1-carboxylate